C(CCC)(=O)NC1=NC(N([C@H]2[C@H](O)[C@H](O)[C@@H](CO)O2)C=C1)=O N4-butyryl-cytidine